Cl.FC(COC([C@H](CC1=CNC2=CC=C(C=C12)OCC1=CC=CC=C1)N)=O)(F)F.C(=C)C1=CCC1 1-vinyl-cyclobutene 2,2,2-Trifluoroethyl-(S)-2-amino-3-(5-(benzyloxy)-1H-indol-3-yl)propanoate hydrochloride